FC1(C(C1)C1=CC=C2C=C(C(=NC2=C1)OC)C(=O)OCC)F ethyl 7-(2,2-difluorocyclopropyl)-2-methoxyquinoline-3-carboxylate